NCC1=C(C(=N)N)C=CC=C1 Aminomethyl-benzamidine